FC1=CC(=CC2=CN(N=C12)C)NC(=O)N1CCC=2C1=NC=CC2C2CN(CC2)C N-(7-fluoro-2-methyl-2H-indazol-5-yl)-4-(1-methylpyrrolidin-3-yl)-2,3-dihydro-1H-pyrrolo[2,3-b]pyridine-1-carboxamide